4-(3,6-dichloropyridazin-4-yl)-cis-2,6-dimethylmorpholine ClC=1N=NC(=CC1N1C[C@H](O[C@H](C1)C)C)Cl